N-(5-chloro-6-(2H-1,2,3-triazol-2-yl)pyridin-3-yl)-5-methyl-1-(quinolin-4-yl)-1H-pyrazole-4-carboxamide ClC=1C=C(C=NC1N1N=CC=N1)NC(=O)C=1C=NN(C1C)C1=CC=NC2=CC=CC=C12